N-[(2S)-1-[(2S,4R)-4-hydroxy-2-{[(1S)-1-[4-(4-methyl-1,3-thiazol-5-yl)phenyl]ethyl]carbamoyl}pyrrolidin-1-yl]-3,3-dimethyl-1-oxobutan-2-yl]pyridine-2-carboxamide O[C@@H]1C[C@H](N(C1)C([C@H](C(C)(C)C)NC(=O)C1=NC=CC=C1)=O)C(N[C@@H](C)C1=CC=C(C=C1)C1=C(N=CS1)C)=O